COC1=C(C=CC(=C1)N1CCOCC1)NC=1N=C(C2=C(N1)NC=C2)OC2=C(C=CC=C2)S(=O)(=O)C N-(2-methoxy-4-morpholinylphenyl)-4-(2-(methylsulfonyl)phenoxy)-7H-pyrrolo[2,3-d]pyrimidin-2-amine